(1S,2R,3S,6R,7S,9S)-4-[(2S)-2-amino-3,3-dimethylbutanoyl]-9-fluoro-4-azatricyclo[5.2.1.0^{2,6}]decane-3-carboxylic acid N[C@H](C(=O)N1[C@@H]([C@H]2[C@H]3[C@H](C[C@@H]([C@H]2C1)C3)F)C(=O)O)C(C)(C)C